7-((1R,5S)-8-(3-(difluoromethyl)cyclobutyl)-3,8-diazabicyclo[3.2.1]octan-3-yl)-2-(1-methyl-1H-pyrazol-4-yl)-3H-imidazo[4,5-b]pyridine FC(C1CC(C1)N1[C@H]2CN(C[C@@H]1CC2)C2=C1C(=NC=C2)NC(=N1)C=1C=NN(C1)C)F